3-(amidinothio)-1-propanesulfonic acid C(N)(=N)SCCCS(=O)(=O)O